2-chloro-6-(2-isopropylphenyl)-9-methyl-9H-purine ClC1=NC(=C2N=CN(C2=N1)C)C1=C(C=CC=C1)C(C)C